α-cyanoacrylic acid C(#N)C(C(=O)O)=C